CC(=CN(C1=CC=CC=C1)C(C)=O)C N-(2-methylpropenyl)acetanilide